2-[4-[[8-[3-(cyanomethyl)-3-(4-ethylpyrazol-1-yl)azetidin-1-yl]-[1,2,4]triazolo[1,5-a]pyridin-2-yl]amino]pyrazol-1-yl]-N,N-dimethyl-acetamide C(#N)CC1(CN(C1)C=1C=2N(C=CC1)N=C(N2)NC=2C=NN(C2)CC(=O)N(C)C)N2N=CC(=C2)CC